dithiodi-propanol C(CCSSCCCO)O